1-(2-(3-(2-ethoxy-2-oxoethyl)-1H-pyrrol-1-yl)ethyl)cyclohexane-1-carboxylic acid methyl ester COC(=O)C1(CCCCC1)CCN1C=C(C=C1)CC(=O)OCC